BrC1CC(C1)(C)C 3-bromo-1,1-dimethyl-cyclobutane